O[C@@H]1C[C@H](N(CC1)C)CO (2S,3S,4S)-4-hydroxy-2-(hydroxymethyl)-1-methylpiperidin